3,5-dichloro-N-(1,1-dimethylpropynyl)phthalideamine ClC1(OC(=O)C2=CC=C(C=C12)Cl)NC(C#C)(C)C